[N+](=O)([O-])C1=CC=C(C=C1)S(=O)(=O)N1C=C(C2=CC=CC=C12)C=O 1-(4-nitrobenzenesulfonyl)-1H-indole-3-carbaldehyde